4-(4,4,5,5-tetramethyl-1,3,2-dioxaborolan-2-yl)-N-(trideuteriomethyl)benzamide CC1(OB(OC1(C)C)C1=CC=C(C(=O)NC([2H])([2H])[2H])C=C1)C